4-benzyloxy-N-(2,2,2-trifluoroethyl)naphthalene-1-sulfonamide C(C1=CC=CC=C1)OC1=CC=C(C2=CC=CC=C12)S(=O)(=O)NCC(F)(F)F